N-(4-methylbenzyl)pyridin-2-amine CC1=CC=C(CNC2=NC=CC=C2)C=C1